2-(1-(2-cyanophenyl)-1-(1-methyl-1H-pyrazol-4-yl)propan-2-yl)-5-hydroxy-1-ethyl-N-(isoxazol-4-yl)-6-oxo-1,6-dihydropyrimidine-4-carboxamide C(#N)C1=C(C=CC=C1)C(C(C)C=1N(C(C(=C(N1)C(=O)NC=1C=NOC1)O)=O)CC)C=1C=NN(C1)C